(2R,3S,4S)-4-hydroxy-2-[(4-methoxyphenyl)methyl]pyrrolidin-3-yl 1,2-dithiolane-4-carboxylate S1SCC(C1)C(=O)O[C@H]1[C@H](NC[C@@H]1O)CC1=CC=C(C=C1)OC